1-acryloyl-9'-chloro-8'-(2-chloro-5-hydroxyphenyl)-7'-fluoro-1',4'-dihydro-3'H-spiro-[piperidine-4,2'-pyrazino[2,3-c]quinolin]-3'-one C(C=C)(=O)N1CCC2(NC3=C(C=NC=4C(=C(C(=CC34)Cl)C3=C(C=CC(=C3)O)Cl)F)NC2=O)CC1